C(C)(C)C1=C(C=CC=C1)C1=NC=C2NC(N(C2=N1)[C@H](C)C1=CC=CC=C1)=O (R)-2-(2-isopropylphenyl)-9-(1-phenylethyl)-7,9-dihydro-8H-purin-8-one